2-[[5-(1-methyl-pyrazol-3-yl)-2-(trifluoromethyl)phenyl]methyl-amino]-5-propyl-4H-[1,2,4]triazolo[1,5-a]pyrimidin-7-one CN1N=C(C=C1)C=1C=CC(=C(C1)CNC1=NN2C(NC(=CC2=O)CCC)=N1)C(F)(F)F